ClC=1C=C(C=CC1F)[C@H](NC(=O)N1[C@@H](C(NCC1)=O)C)C1=CC(=NN1C)C(F)(F)F |o1:8| (2R)-N-((S or R)-(3-chloro-4-fluoro-phenyl)(1-methyl-3-(trifluoro-methyl)-1H-pyrazol-5-yl)methyl)-2-methyl-3-oxo-piperazine-1-carboxamide